N-(3-chloro-5-(2-(3-propoxy-5-(trifluoromethoxy)phenyl)propan-2-yl)phenyl)-5-(2-(methylsulfonyl)propan-2-yl)benzo[b]thiophene-2-carboxamide ClC=1C=C(C=C(C1)C(C)(C)C1=CC(=CC(=C1)OC(F)(F)F)OCCC)NC(=O)C1=CC2=C(S1)C=CC(=C2)C(C)(C)S(=O)(=O)C